di(n-pentyl)aluminum C(CCCC)[Al]CCCCC